CC1(CCC=2C(=NNC2C1)C=1NC2=CC(=CC=C2C1)N1C(C2(CC1)CCNCC2)=O)C 2-(2-(6,6-dimethyl-4,5,6,7-tetrahydro-1H-indazol-3-yl)-1H-indol-6-yl)-2,8-diazaspiro[4.5]decan-1-one